3-(tetrahydrofuran-3-yl)propanoic acid O1CC(CC1)CCC(=O)O